ClC=1C=C(C=CC1F)[C@@]1(NC=NC2=CC(=C(C=C12)N)OC1COCC1)N (S)-4-(3-chloro-4-fluorophenyl)-7-[(tetrahydrofuran-3-yl)oxy]quinazoline-4,6-diamine